(1R,3S,5R)-2-(2-(3-acetyl-5-(2-methylpyrimidin-5-yl)-1H-indazol-1-yl)acetyl)-N-((R)-1-((R)-2,2-dichlorocyclopropyl)ethyl)-2-azabicyclo[3.1.0]hexane-3-carboxamide C(C)(=O)C1=NN(C2=CC=C(C=C12)C=1C=NC(=NC1)C)CC(=O)N1[C@@H]2C[C@@H]2C[C@H]1C(=O)N[C@H](C)[C@@H]1C(C1)(Cl)Cl